4-amino-N-(5-methylbenzo[d]oxazol-2-yl)-1H-pyrazolo[3,4-d]pyrimidine-3-carboxamide NC1=C2C(=NC=N1)NN=C2C(=O)NC=2OC1=C(N2)C=C(C=C1)C